1-hydroxy-N'-(1,3-dimethylbutylidene)-2-naphthoyl-hydrazine OC1=C(C=CC2=CC=CC=C12)C(=O)NN=C(CC(C)C)C